(R)-2-(3,4-dicyanophenyl)-2-((R)-3,3-difluorocyclopentyl)-N-(3-(trifluoromethyl)isoxazol-5-yl)acetamide C(#N)C=1C=C(C=CC1C#N)[C@H](C(=O)NC1=CC(=NO1)C(F)(F)F)[C@H]1CC(CC1)(F)F